[epsilone]-caprolacton C1(CCCCCO1)=O